1-(1-methyl-1H-pyrazol-3-yl)-1,2,3,6-tetrahydropyridin-4-yl triflate O(S(=O)(=O)C(F)(F)F)C=1CCN(CC1)C1=NN(C=C1)C